ClC1=C(C(=O)N(C2(CC2)C#N)COC(=O)OCC(=O)O)C=C(C=C1)C=1C=NN(C1)C=1N(N=C(C1C(F)(F)F)C(C(F)(F)F)(F)F)C [({[{2-Chloro-5-[2'-methyl-5'-(pentafluoroethyl)-4'-(trifluoromethyl)-2'H-[1,3'-bipyrazol]-4-yl]benzoyl}(1-cyanocyclopropyl)amino]methoxy}carbonyl)oxy]acetic acid